CN1N=CC(=C1)C=1C=C(C(=O)NC=2N(C=C(N2)CCCCC(NC2CCOCC2)=O)C2=CC=CC=C2)C=CC1 3-(1-methyl-1H-pyrazol-4-yl)-N-(4-(5-oxo-5-((tetrahydro-2H-pyran-4-yl)amino)pentyl)-1-phenyl-1H-imidazol-2-yl)benzamide